FC1=NC=CC(=C1)C1=CC=C(C=C1)CN(C1=CC(=NC=2N1N=C(C2C=2C(=CC(=NC2)N(C)C)C)C)C)C 5-[7-({[4-(2-fluoropyridin-4-yl)phenyl]methyl}(methyl)amino)-2,5-dimethylpyrazolo[1,5-a]pyrimidin-3-yl]-N,N,4-trimethylpyridin-2-amine